5-(2-methylmercapto-ethyl)hydantoin CSCCC1C(NC(N1)=O)=O